C1(CC1)CN[C@H]1CN(CCC1)C1=CC=C(C=N1)C1(COC1)C(=O)NC1=NC(=CN=C1)N1CCCC1 (R)-3-(6-(3-((cyclopropylmethyl)amino)piperidin-1-yl)pyridin-3-yl)-N-(6-(pyrrolidin-1-yl)pyrazin-2-yl)oxetane-3-carboxamide